2-butyl-1-(4-(piperazin-1-ylmethyl)benzyl)-1H-imidazo[4,5-d]thieno[3,2-b]pyridin-4-amine C(CCC)C1=NC=2C(=C3C(=NC2N)C=CS3)N1CC1=CC=C(C=C1)CN1CCNCC1